C(C)(C)O[Pb]OC(C)C diisopropyloxylead (II)